FC1=CC=C(OCC(=O)O)C=C1 2-(4-fluorophenoxy)acetic acid